furostane-26-carbohydrazide CC(CC(=O)NN)CCC1O[C@H]2C[C@H]3[C@@H]4CCC5CCCC[C@]5(C)[C@H]4CC[C@]3(C)[C@H]2[C@@H]1C